N-(benzothiazole-2-yl)benzamide S1C(=NC2=C1C=CC=C2)NC(C2=CC=CC=C2)=O